NC=1C2=C(N=CN1)N(C=C2)[C@@H]2O[C@@H]([C@H]([C@H]2O)O)CSCC=2C(=NOC2C2=CC=C(C=C2)F)C (2R,3R,4S,5S)-2-(4-Amino-7H-pyrrolo[2,3-d]pyrimidin-7-yl)-5-((((5-(4-fluorophenyl)-3-methylisoxazol-4-yl)methyl)thio)methyl)tetrahydrofuran-3,4-diol